[Cl-].[Cl-].C1(=CC=CC=C1)C(C1=CC=CC=C1)=[Zr+2](C1=CC(=CC=2C3=CC(=CC=C3CC12)C(C)(C)C)C(C)(C)C)C1C=C(C=C1C)C(C)(C)C diphenylmethylene(3-tert-butyl-5-methyl-cyclopentadienyl)(3,6-di-tert-butylfluorenyl)zirconium dichloride